ClC1=C(C=C2C(=N1)NC(=C2)C(=O)OC)F methyl 6-chloro-5-fluoro-1H-pyrrolo[2,3-b]pyridine-2-carboxylate